C(C)(C)(C)OC(=O)N1C[C@H](CC1)[C@@H](C(=O)N1C(OC=C1CC1=CC=CC=C1)=O)CC1=CC2=C(C(=CO2)Br)C=C1 (R)-3-((S)-1-((S)-4-benzyl-2-oxooxazoline-3-yl)-3-(3-bromobenzofuran-6-yl)-1-oxopropane-2-yl)pyrrolidine-1-carboxylic acid tert-butyl ester